5-cyano-3-(imidazol-1-yl)-N-[(trans)-3-methoxycyclobutyl]isoquinoline-1-carboxamide C(#N)C1=C2C=C(N=C(C2=CC=C1)C(=O)N[C@@H]1C[C@H](C1)OC)N1C=NC=C1